3-(4-Chloro-phenyl)-adamantane-1-carboxylic acid 4-tert-butyl-benzylamide C(C)(C)(C)C1=CC=C(CNC(=O)C23CC4(CC(CC(C2)C4)C3)C3=CC=C(C=C3)Cl)C=C1